COC=1C=C(C=C(C1)OC)C(O)([2H])[2H] (3,5-Dimethoxyphenyl)methane-d2-ol